bis(4-hydroxycyclohexyl)isopropanol OC1CCC(CC1)CC(C)(O)C1CCC(CC1)O